C(C=C)OC(=O)NO[C@@](C(=O)OC(C)(C)C)(C)[C@@H]1OC2=CC=C(C=C2CC1)C=1C=NN(C1)CCCNC(=O)OC(C)(C)C tert-butyl (S)-2-((((allyloxy)carbonyl)amino)oxy)-2-((R)-6-(1-(3-((tert-butoxycarbonyl)-amino)propyl)-1H-pyrazol-4-yl)chroman-2-yl)propanoate